4-Methoxy-3-methyl-3H-thieno[3',2':3,4]benzo[1,2-d]imidazole-7-carboxylic acid COC1=CC2=C(C3=C1N(C=N3)C)C=C(S2)C(=O)O